Cl.Cl.C12CN(CC(N1)C2)C2=CC=C(C=N2)C=2C=1N(C=C(C2)C=2C=NN(C2)C)N=CC1C#N 4-[6-(3,6-diazabicyclo[3.1.1]heptan-3-yl)-3-pyridinyl]-6-(1-methylpyrazol-4-yl)pyrazolo[1,5-a]pyridine-3-carbonitrile dihydrochloride